CC1=CC(=NC(=C1)C)NC(O)=O 4,6-dimethylpyridin-2-yl-carbamic acid